9,9-biacridane C1=CC=CC=2NC3=CC=CC=C3C(C12)C1C2=CC=CC=C2NC=2C=CC=CC12